(R)-methyl 2-amino-3-(7-methyl-1H-indazol-5-yl)propanoate hydrochloride Cl.N[C@@H](C(=O)OC)CC=1C=C2C=NNC2=C(C1)C